(6-(6-(allyloxy)-2,3-dichlorophenyl)-6,7-dihydro-5H-pyrrolo[2,1-c][1,2,4]triazol-3-yl)-2,2-dimethylpiperidine-1-carboxylic acid tert-butyl ester C(C)(C)(C)OC(=O)N1C(C(CCC1)C=1N2C(=NN1)CC(C2)C2=C(C(=CC=C2OCC=C)Cl)Cl)(C)C